(3,3-difluorocyclobutyl)-4-(3,5-dimethylisoxazol-4-yl)benzene-1,2-diamine FC1(CC(C1)C1=C(C(=CC=C1C=1C(=NOC1C)C)N)N)F